CC=1C=C2C=NNC2=C(C1)S(=O)(=O)N1CC(CCC1)C(=O)NC=1C=CC2=C(OCCN2C2COC2)C1 ((5-methyl-1H-indazol-7-yl)sulfonyl)-N-(4-(oxetan-3-yl)-3,4-dihydro-2H-benzo[b][1,4]oxazin-7-yl)piperidine-3-carboxamide